bis[di-tert-butyl-(p-dimethylaminophenyl)phosphino]palladium (II) dichloride C(C)(C)(C)P(C1=CC=C(C=C1)N(C)C)(C(C)(C)C)[Pd-2](P(C(C)(C)C)(C(C)(C)C)C1=CC=C(C=C1)N(C)C)(Cl)Cl